NC1C(CC(CC1)CC1CC(C(CC1)N)C)C Bis-(4-Amino-3-methylcyclohexyl)methan